The molecule is a heterotricyclic compound based on a 2,3,3a,8b-tetrahydro-1H-benzo[b]cyclopenta[d]furan framework substituted by hydroxy groups at positions C-1 and C-8b, a methoxycarbonyl group at C-2, a phenyl group at C-3, a 4-methoxyphenyl group at C-3a and methoxy groups at C-6 and C-8. A platelet aggregation inhibitor found in Aglaia elliptifolia and Aglaia odorata. It has a role as a metabolite and a platelet aggregation inhibitor. It is an organic heterotricyclic compound and a methyl ester. COC1=CC=C(C=C1)[C@]23[C@@H]([C@H]([C@H]([C@]2(C4=C(O3)C=C(C=C4OC)OC)O)O)C(=O)OC)C5=CC=CC=C5